tert-butyl (4-nitro-1H-1,2,3-triazol-1-yl)acetate [N+](=O)([O-])C=1N=NN(C1)CC(=O)OC(C)(C)C